ethyl 2-(2-methoxypyridin-4-yl)-4-(((trifluoromethyl)sulfonyl)oxy)thiazole-5-carboxylate COC1=NC=CC(=C1)C=1SC(=C(N1)OS(=O)(=O)C(F)(F)F)C(=O)OCC